5-(tert-butyl)-3-(4-(3-(4-(tert-butyl)-2-cyclopropyl-5-methyl-1H-imidazol-1-yl)-4-fluoro-2-methylbenzyl)-2-methylpiperazin-1-yl)-1,2,4-oxadiazole C(C)(C)(C)C1=NC(=NO1)N1C(CN(CC1)CC1=C(C(=C(C=C1)F)N1C(=NC(=C1C)C(C)(C)C)C1CC1)C)C